alpha-nitrolauric acid [N+](=O)([O-])C(C(=O)O)CCCCCCCCCC